ClC1=C(C=C(C=C1)C)NC1=NC=C(C(=N1)NN1C(OC2=C1C=CC=C2)=O)C (2-(2-chloro-5-methylphenylamino)-5-methylpyrimidin-4-ylamino)benzo[d]oxazol-2(3H)-one